COC(=O)C=1C=CC2=C(N(C(=N2)CCl)C[C@H]2OCC2)C1F (S)-2-(chloromethyl)-7-fluoro-1-(oxetan-2-ylmethyl)-1H-benzo[d]imidazole-6-carboxylic acid methyl ester